4-(5-{[2-chloro-6-(trifluoromethyl)phenyl]methoxy}pyrimidin-2-yl)piperazin-2-one methyl-4-((chlorosulfonyl)amino)-3-methoxybenzoate COC(C1=CC(=C(C=C1)NS(=O)(=O)Cl)OC)=O.ClC1=C(C(=CC=C1)C(F)(F)F)COC=1C=NC(=NC1)N1CC(NCC1)=O